C(C=1C(C(=O)OCCCCCC(C)C)=CC(C(=O)OCCCCCC(C)C)=CC1)(=O)OCCCCCC(C)C tri-i-octyl trimellitate